C(#N)CCP(O)(N(C(C)C)C(C)C)O[C@H]1[C@H]([C@@H](O[C@@H]1COC(C1=CC=C(C=C1)OC)(C1=CC=C(C=C1)OC)C1=CC=CC=C1)N1C(=O)N=C(NC(C2=CC=CC=C2)=O)C(=C1)C)OCCC(NC)=O N4-(benzoyl)-5'-O-(4,4'-dimethoxytrityl)-2'-O-[2-(N-methylcarbamoyl)ethyl]-5-methylcytidine-3'-(2-cyanoethyl N,N-diisopropylphosphoramidite)